CN(CCS(=O)(=O)O)C 2-(dimethylamino)ethanesulfonic acid